3-(7-((1-(dimethylglycyl)piperidin-4-yl)amino)-3-(thiazol-4-yl)benzo[b]thiophen-2-yl)prop-2-yn CN(CC(=O)N1CCC(CC1)NC1=CC=CC2=C1SC(=C2C=2N=CSC2)C#CC)C